BrC=1C=CC=2N(C3=CC=C(C=C3OC2C1)Br)C 3,7-dibromo-10-methyl-10H-phenoxazine